2-(3-(3'-chloro-[1,1'-biphenyl]-3-yl)-5-(cyclopropylmethyl)-4-(3-fluoro-4-sulfamoylbenzyl)-1H-pyrazol-1-yl)thiazole-4-carboxylic acid ClC=1C=C(C=CC1)C1=CC(=CC=C1)C1=NN(C(=C1CC1=CC(=C(C=C1)S(N)(=O)=O)F)CC1CC1)C=1SC=C(N1)C(=O)O